C(C)(C)(C)OC(=O)N1[C@H]2CN(C[C@@H]1CC2)C=2C1=C(N=C(N2)OCC23CCCN3CCC2)C(=C(N=C1)Cl)F (1R,5S)-3-(7-chloro-8-fluoro-2-((tetrahydro-1H-pyrrolizin-7a(5H)-yl)methoxy)pyrido[4,3-d]pyrimidin-4-yl)-3,8-diazabicyclo[3.2.1]octane-8-carboxylic acid tert-butyl ester